S1C=NC2=C1C=CC(=C2)C2N(CC(CC2)C)C(C(=O)N)=O 2-(2-(Benzo[d]thiazol-5-yl)-5-methylpiperidin-1-yl)-2-oxoacetamide